4-(2-(2-isobutyryloxy-5-bromobenzylideneamino)-4-methoxy-3-oxobutyl)phenyl-isobutyrate C(C(C)C)(=O)OC1=C(C=NC(CC2=CC=C(C=C2)OC(C(C)C)=O)C(COC)=O)C=C(C=C1)Br